C(C)(C)(C)C=1C=C(C=C(C1)C(C)(C)C)C1=CC=CC2=C(C3=CC=CC=C3C(=C12)C(C)(C)C)C(C)(C)C 3,5-di-tert-butylphenyl-bis-tert-butylanthracene